2-(2-chlorobenzoyl)azobenzene ClC1=C(C(=O)C2=C(C=CC=C2)N=NC2=CC=CC=C2)C=CC=C1